C1CC(C(C(C(C(C1)(Br)Br)(C2C=CC=C2)Cl)(Cl)Cl)(Cl)Cl)Cl hexachlorocyclopentadienyl-dibromocyclooctane